iso-octyl oleate C(CCCCCCC\C=C/CCCCCCCC)(=O)OCCCCCC(C)C